1-fluoro-4-(8-fluoro-2-(((2R,7aS)-2-fluorohexahydro-1H-pyrrolizin-7a-yl)methoxy)-4-(2,2,2-trifluoroethoxy)pyrido[4,3-d]pyrimidin-7-yl)naphthalen-2-ol FC1=C(C=C(C2=CC=CC=C12)C1=C(C=2N=C(N=C(C2C=N1)OCC(F)(F)F)OC[C@]12CCCN2C[C@@H](C1)F)F)O